3-indolealdehyde N1C=C(C2=CC=CC=C12)C=O